Dipropylenglycol Methyl ether COC(C)COC(C)CO